8-((3R)-4-((4-Chlorophenyl)(2-methylpyrimidin-5-yl)methyl)-3-methylpiperazin-1-yl)-5-methyl-6-oxo-5,6-dihydro-1,5-naphthyridin-2,7-dicarbonitril ClC1=CC=C(C=C1)C(N1[C@@H](CN(CC1)C1=C(C(N(C=2C=CC(=NC12)C#N)C)=O)C#N)C)C=1C=NC(=NC1)C